4-(4-Bromo-1-naphthalenyl)-2-phenyl-6-(phenyl-2,3,4,5,6-d5)pyrimidine BrC1=CC=C(C2=CC=CC=C12)C1=NC(=NC(=C1)C1=C(C(=C(C(=C1[2H])[2H])[2H])[2H])[2H])C1=CC=CC=C1